4-(trifluoromethyl)-1H-1,2,3-triazol FC(C=1N=NNC1)(F)F